3,3-Di-Methyl-2-butanol CC(C(C)O)(C)C